2-(4,4-difluorocyclohexyl)-6-iodopyridazin-3(2H)-one FC1(CCC(CC1)N1N=C(C=CC1=O)I)F